OCC(NC(C=C)=O)(CO)CO N-tris(hydroxymethyl)methylacrylamide